C(C)(=O)N1CC(C1)(C(=O)N1C(CC(C1)F)C(=O)NC(C1=CC=C(C=C1)C(C)C)C1=CC=CC=C1)F 1-(1-acetyl-3-fluoroazetidine-3-carbonyl)-4-fluoro-N-{phenyl[4-(propan-2-yl)phenyl]methyl}pyrrolidine-2-carboxamide